BrC=1C=C(C(=C(C1)N1C[C@H](N(CC1)C(=O)OC(C)(C)C)C)[N+](=O)[O-])NC=1SC(=NN1)C(F)F (R)-tert-butyl 4-(5-bromo-3-((5-(difluoromethyl)-1,3,4-thiadiazol-2-yl)amino)-2-nitrophenyl)-2-methylpiperazine-1-carboxylate